5-(1-(4-chlorobenzoyl)-1,2,5,6-tetrahydropyridin-4-yl)-3-benzyloxy-pyridine ClC1=CC=C(C(=O)N2CC=C(CC2)C=2C=C(C=NC2)OCC2=CC=CC=C2)C=C1